di-(1-phenyl-ethyl)methylene(cyclopentadienyl)(2,7-diphenyl-3,6-di-tert-butylfluorenyl)zirconium dichloride [Cl-].[Cl-].C1(=CC=CC=C1)C(C)C(=[Zr+2](C1=C(C(=CC=2C3=CC(=C(C=C3CC12)C1=CC=CC=C1)C(C)(C)C)C(C)(C)C)C1=CC=CC=C1)C1C=CC=C1)C(C)C1=CC=CC=C1